C1(=CC=CC=C1)C(=O)C=C phenyl-vinylketone